7-ethyl-6-methoxy-N-(4-methylsulfonylphenyl)isoquinolin-1-amine C(C)C1=C(C=C2C=CN=C(C2=C1)NC1=CC=C(C=C1)S(=O)(=O)C)OC